N-[4-(dodecanoylamino)-5-(3-imidazol-1-ylpropylamino)-5-oxo-pentyl]dodecanamide C(CCCCCCCCCCC)(=O)NC(CCCNC(CCCCCCCCCCC)=O)C(=O)NCCCN1C=NC=C1